(3-Chloro-6-methoxybenzo[b]thiophen-2-yl)(2,6-dimethylphenyl)methanone ClC=1C2=C(SC1C(=O)C1=C(C=CC=C1C)C)C=C(C=C2)OC